1-(2-(difluoromethoxy)-5-(4,4,5,5-tetramethyl-1,3,2-dioxaborolan-2-yl)phenyl)-N,N-dimethylmethanamine FC(OC1=C(C=C(C=C1)B1OC(C(O1)(C)C)(C)C)CN(C)C)F